NC=1N=C(SC1C(=O)C1=CC(=NO1)C(=O)NC1CCCC1)NC1=CC(=C(C=C1)F)F 5-{[4-Amino-2-(3,4-difluoroanilino)-1,3-thiazol-5-yl]carbonyl}-N-cyclopentyl-1,2-oxazole-3-carboxamide